(R)-beta-butyrolactone C1(C[C@@H](C)O1)=O